BrCCOC1=CC(=C(C=C1)C=1C=CC(=NC1)CC(=O)NCC1=C(C=CC=C1)F)C 2-(5-(4-(2-bromoethoxy)-2-methylphenyl)pyridin-2-yl)-N-(2-fluorobenzyl)acetamide